CC1CCN(CC1)C(=O)OC1=C(C=CC(=C1)OC)C(C)=O 2-acetyl-5-methoxyphenyl 4-methylpiperidine-1-carboxylate